FC1=C(C(=O)N([C@H]2CNCCC2)C2=NC=CC3=CC=CC(=C23)C)C=CC(=C1)NC1=NC=CC(=N1)NCCO (R)-2-fluoro-4-((4-((2-hydroxyethyl)amino)pyrimidin-2-yl)amino)-N-(8-methylisoquinolin-1-yl)-N-(piperidin-3-yl)benzamide